tert-butyl 4-(4-((tert-butoxy carbonyl)amino)-2-(3-(trifluoromethyl)phenyl)butyl)piperidine-1-carboxylate C(C)(C)(C)OC(=O)NCCC(CC1CCN(CC1)C(=O)OC(C)(C)C)C1=CC(=CC=C1)C(F)(F)F